O=C1N(C(C=C1)=O)CCCCCC(=O)N[C@@H](C(C)C)C(N[C@@H](C)C(NC1=C(C=CC=C1)CO)=O)=O 6-(2,5-dioxo-2,5-dihydro-1H-pyrrol-1-yl)-N-[(1S)-1-{[(1S)-1-{[2-(hydroxymethyl)phenyl]carbamoyl}ethyl]carbamoyl}-2-methylpropyl]hexanamide